N=1C=CN2C1CC(CC2)COC2=NC=C(C=N2)CN [2-(5,6,7,8-tetrahydroimidazo[1,2-a]pyridin-7-ylmethoxy)pyrimidin-5-yl]methanamine